N1N=CC(=C1)CC=1C=C(C#N)C=CC1 3-((1H-pyrazol-4-yl)methyl)benzonitrile